2,7-diglycidylnaphthalene C(C1CO1)C1=CC2=CC(=CC=C2C=C1)CC1CO1